ClC1=CC=C(CNC2=NC3=CC=C(C=C3N=C2NC2=CC(=C(C=C2)Cl)Cl)C)C=C1 N2-(4-chlorobenzyl)-6-methyl-N3-(3,4-dichlorophenyl)quinoxaline-2,3-diamine